C(C)(C)(C)NC=1C2=C(N=C(N1)Cl)C(=C(N=C2)Cl)F N-(tert-butyl)-2,7-dichloro-8-fluoropyrido[4,3-d]pyrimidin-4-amine